CSC1=CN=C(O1)C=1C(=C2C(=NC1)N(C=C2)COCC[Si](C)(C)C)N[C@H]2CN(CCC2)C(=O)OC(C)(C)C tert-butyl (R)-3-((5-(5-(methylthio)oxazol-2-yl)-1-((2-(trimethylsilyl)ethoxy)methyl)-1H-pyrrolo[2,3-b]pyridin-4-yl)amino)piperidine-1-carboxylate